ClC1=CC2=C(C=N1)N(C(=N2)C2=NC=CC=C2)[C@H]2C[C@H](CCC2)NC(OC(C)(C)C)=O tert-butyl N-[(1S,3R)-3-[6-chloro-2-(pyridin-2-yl)imidazo[4,5-c]pyridin-3-yl]cyclohexyl]-carbamate